C(C)(=O)OC(C(=O)Cl)C1=CC(=CC(=C1)F)F 2-chloro-1-(3,5-difluorophenyl)-2-oxoethyl acetate